(S)-1-(4-(pentafluoro-λ6-sulfanyl)phenyl)ethan-1-amine FS(C1=CC=C(C=C1)[C@H](C)N)(F)(F)(F)F